1-(3-((8-(((1,1,1,3,3,3-Hexafluoropropan-2-yl)oxy)carbonyl)-1,8-diazaspiro[4.5]decan-1-yl)methyl)-5-(trifluoromethyl)phenyl)piperidine-4-carboxylic acid FC(C(C(F)(F)F)OC(=O)N1CCC2(CCCN2CC=2C=C(C=C(C2)C(F)(F)F)N2CCC(CC2)C(=O)O)CC1)(F)F